The molecule is an imidazotetrazine that is 3,4-dihydroimidazo[5,1-d][1,2,3,5]tetrazine which is substituted at positions 3, 4, and 8 by methyl, oxo, and carboxamide groups, respectively. A prodrug for MTIC (5-(3-methyltriaz-1-en-1-yl)-1H-imidazole-4-carboxamide, formed by spontaneous hydrolysis of temozolomide in the body), it is used as an oral alkylating agent for the treatment of newly diagnosed malignant glioblastoma multiforme (concomitantly with radiotherapy) and malignant melanoma. It has a role as an antineoplastic agent, a prodrug and an alkylating agent. It is an imidazotetrazine, a monocarboxylic acid amide and a triazene derivative. CN1C(=O)N2C=NC(=C2N=N1)C(=O)N